[Ni](Cl)Cl.C1(=CC=CC=C1)P(C1=CC=CC=C1)C1=CC=CC=C1.C1(=CC=CC=C1)P(C1=CC=CC=C1)C1=CC=CC=C1 bis(triphenylphosphine) nickel (II) chloride